C12N(CC(NC1)CC2)C(=O)OC(C)(C)C tert-Butyl 2,5-diazabicyclo[2.2.2]octane-2-carboxylate